tert-Butyl (2S)-2-[(tert-butoxycarbonyl)amino]-3-[3-(chlorosulfonyl)phenyl]propanoate C(C)(C)(C)OC(=O)N[C@H](C(=O)OC(C)(C)C)CC1=CC(=CC=C1)S(=O)(=O)Cl